1-[2-(1,1-dioxo-1,2-thiazolidin-2-yl)-6-[5-[(6-methylpyridazin-3-yl)amino]benzimidazol-1-yl]-3-pyridyl]ethanone O=S1(N(CCC1)C1=NC(=CC=C1C(C)=O)N1C=NC2=C1C=CC(=C2)NC=2N=NC(=CC2)C)=O